NC1=C(N=C(S1)C1CCN(CC1)C)C(=O)NCC1=C(C=CC=C1)C(F)(F)F 5-amino-2-(1-methylpiperidin-4-yl)-N-(2-(trifluoromethyl)benzyl)thiazole-4-carboxamide